C(C)OC(=O)C=1C(N(C(=C(C1C)C#N)C)C1=CC=C(C=C1)F)=O.NCCNCC(OP(OC)OC)CCC1=CC=CC=C1 (aminoethylaminomethyl)phenethyltrimethoxyphosphane Ethyl-5-cyano-1-(4-fluorophenyl)-4,6-dimethyl-2-oxo-1,2-dihydropyridine-3-carboxylate